BrC=1C2=C(C(NC1)=O)N(C=C2)S(=O)(=O)C2=CC=C(C)C=C2 4-Bromo-1-(toluene-4-sulfonyl)-1,6-dihydro-pyrrolo[2,3-c]pyridin-7-one